C1(CC1)COC=1C=C(CN2C3=NC(=NC=C3N(C2=O)C)C2=C(C=CC=C2)C(C)C)C=CC1 9-(3-(cyclopropylmethoxy)benzyl)-2-(2-isopropylphenyl)-7-methyl-7,9-dihydro-8H-purin-8-one